CNS(=O)(=O)C1=CC(=C(C=C1)NC1=NC=C(C=C1)C(F)(F)F)C=1N=C2N(C1)C(CC2)C N-methyl-3-(5-methyl-6,7-dihydro-5H-pyrrolo[1,2-a]imidazol-2-yl)-4-((5-(trifluoromethyl)pyridin-2-yl)amino)benzenesulfonamide